C1CCOC(=O)C=2C=C(OC2)C(=O)O1 furan-2,4-dicarboxylic acid trimethylene ester